1,3-Divinyltetramethyl-disiloxane C(=C)[Si](O[Si](C=C)(C)C)(C)C